(5RS,8RS)-2-(3-chloro-4-fluorobenzyl)-8-methyl-3-oxo-2,3,5,6,7,8-hexahydro[1,2,4]triazolo[4,3-a]pyridine-5-carboxylic acid ClC=1C=C(CN2N=C3N([C@H](CC[C@H]3C)C(=O)O)C2=O)C=CC1F |r|